OCCC1=CC=C(C=C1)C1=CC=C(C=C1)C(C)(C)NC(=O)NC1(CN2CCC1CC2)CCC 1-(2-(4'-(2-hydroxyethyl)-[1,1'-biphenyl]-4-yl)propan-2-yl)-3-(3-propylquinuclidin-3-yl)urea